15,15-dimethyl-12,14,16-trioxa-5-aza-15-silahexadecan-1-ol C[Si](OCOCCCCCCNCCCCO)(O)C